2-[4-[(2S,3S)-1-[2-[3-Cyclopropyl-5-(trifluoromethyl)pyrazol-1-yl]acetyl]-2-[2-methyl-3-(trideuteriomethoxy)phenyl]pyrrolidin-3-yl]-1-piperidyl]acetamide C1(CC1)C1=NN(C(=C1)C(F)(F)F)CC(=O)N1[C@@H]([C@@H](CC1)C1CCN(CC1)CC(=O)N)C1=C(C(=CC=C1)OC([2H])([2H])[2H])C